ClC=1C=C(C=CC1Cl)C(C1=NN=C(O1)C1CN(CC12CN(C2)C(=O)OC(C)(C)C)C(=O)C2=C(N=C(S2)C)C)(F)F tert-butyl 8-(5-((3,4-dichlorophenyl)difluoromethyl)-1,3,4-oxadiazol-2-yl)-6-(2,4-dimethylthiazole-5-carbonyl)-2,6-diazaspiro[3.4]octane-2-carboxylate